CC(CC(C)C1(CC=C(C=C1)NC1=CC=C(C=C1)C)N)C 1-(4-methylpentan-2-yl)-N4-(p-tolyl)benzene-1,4-diamine